NC=1C=CC=C2C(=CC=NC12)C(=O)NCC(=O)N1[C@@H](CC(C1)(F)F)C#N (S)-8-amino-N-(2-(2-cyano-4,4-difluoropyrrolidin-1-yl)-2-oxoethyl)quinoline-4-carboxamide